racemic-DL-tartaric acid C(C(O)C(O)C(=O)O)(=O)O